C(C)OC1=CC=C(C=N1)C1=CN=CC(=N1)C(=O)N/N=C/C1=CC(=C(C=C1)F)OC (E)-6-(6-ethoxypyridin-3-yl)-N'-(4-fluoro-3-methoxybenzylidene)pyrazine-2-carbohydrazide